2-[2-(3-bromo-5-isoxazolyl)phenoxyl]-5-chloropyrimidine BrC1=NOC(=C1)C1=C(OC2=NC=C(C=N2)Cl)C=CC=C1